(2R,3R,11bR)-3-(2,2-dimethylpropyl)-9-{[(1R,2R)-2-ethylcyclopropyl]methoxy}-10-methoxy-1H,2H,3H,4H,6H,7H,11bH-pyrido[2,1-a]isoquinolin-2-ol CC(C[C@H]1[C@@H](C[C@H]2N(CCC3=CC(=C(C=C23)OC)OC[C@H]2[C@@H](C2)CC)C1)O)(C)C